3-({[(1S)-6-[(4-fluorophenyl)thio]-1,2,3,4-tetrahydronaphthalen-1-yl]methyl}amino)pyridine-4-carboxylic acid methyl ester COC(=O)C1=C(C=NC=C1)NC[C@H]1CCCC2=CC(=CC=C12)SC1=CC=C(C=C1)F